phenyl 1-hydroxyisopropyl ketone OC(C)(C)C(=O)C1=CC=CC=C1